OCCON(C(CCCCC1SSCC1)=O)C 5-[1,2]dithiolan-3-yl-pentanoic acid (2-hydroxy-ethoxy)-methyl-amide